O=C1NC(CCC1C1=NN(C2=C(C=CC=C12)N1CCN(CC1)C(=O)OC(C)(C)C)C)=O tert-Butyl 4-(3-(2,6-dioxopiperidin-3-yl)-1-methyl-1H-indazol-7-yl)piperazine-1-carboxylate